CC1=CC=C(C=C1)S(=O)(=O)OCC1CCC(CC1)N1C=CC2=C(C=CC=C12)N1C(N(C(CC1)=O)COCC[Si](C)(C)C)=O ((1r,4r)-4-(4-(2,4-Dioxo-3-((2-(trimethylsilyl)ethoxy)methyl)tetrahydropyrimidin-1(2H)-yl)-1H-indol-1-yl)cyclohexyl)methyl 4-methylbenzenesulfonate